(R)-N-(5-(2-methoxyethoxy)-4-((6-(tetrahydrofuran-3-yl)pyridin-2-yl)amino)pyridin-2-yl)acetamide COCCOC=1C(=CC(=NC1)NC(C)=O)NC1=NC(=CC=C1)[C@@H]1COCC1